FC1=C(N=C(C2=C1N=C(N=C2N2CC(CCC2)CO)SC)C)C2=CC(=CC1=CC=C(C(=C21)C#C[Si](C(C)C)(C(C)C)C(C)C)F)OCOC (1-(8-fluoro-7-(7-fluoro-3-(methoxymethoxy)-8-((triisopropylsilyl)ethynyl)naphthalene-1-yl)-5-Methyl-2-(methylthio)pyrido[4,3-d]pyrimidin-4-yl)piperidin-3-yl)methanol